C(C)C1(C(NCCC1)=O)C=1OC(=NN1)C=1C(=NC=CC1)NC1=CC=C(C=C1)S(F)(F)(F)(F)F 3-ethyl-3-[5-[2-[4-(pentafluoro-lambda6-sulfanyl)anilino]-3-pyridyl]-1,3,4-oxadiazol-2-yl]piperidin-2-one